tris(ethylenediamine) cobalt (III) chloride dihydrate O.O.[Co](Cl)(Cl)Cl.C(CN)N.C(CN)N.C(CN)N